C(C)(C)(C)OC(=O)N(CC1CCC1)CC1=C2C(=NC(=C1)C(=O)OC)C(CC2)(C)C methyl 4-(((tert-butoxycarbonyl)(cyclobutylmethyl)amino)methyl)-7,7-dimethyl-6,7-dihydro-5H-cyclopenta[b]pyridine-2-carboxylate